6-{[4-methyl-3-(trifluoromethyl)phenyl](propyl)amino}pyridine-3-carboxylic Acid CC1=C(C=C(C=C1)N(C1=CC=C(C=N1)C(=O)O)CCC)C(F)(F)F